C(#N)N1CC=2N=C(N=C(C2C1)N1C(CCC1)C(=O)N)C1=CC=CC=C1 1-(6-cyano-2-phenyl-6,7-dihydro-5H-pyrrolo[3,4-d]pyrimidin-4-yl)pyrrolidine-2-carboxamide